COC(=O)[C@H]1N(C[C@@H](C1)O[Si](C1=CC=CC=C1)(C1=CC=CC=C1)C(C)(C)C)C.[Si](C1=CC=CC=C1)(C1=CC=CC=C1)(C(C)(C)C)O[C@@H]1C[C@H](N(C1)C)C(=O)O (2S,4R)-4-[tert-butyl(diphenyl)silyl]oxy-1-methyl-pyrrolidine-2-carboxylic acid methyl-(2S,4R)-4-[tert-butyl(diphenyl)silyl]oxy-1-methyl-pyrrolidine-2-carboxylate